palladium dichloride iron [Fe].[Pd](Cl)Cl